O1CCN(CC1)C=1C=CC(=NC1)NC(CC)=O N-(5-morpholinopyridin-2-yl)propionamide